ethyl (S)-3-(4-benzylphenyl)-3-(3-(4-hydroxy-1-methyl-2-oxo-1,2-dihydropyridin-3-yl) ureido)propanoate C(C1=CC=CC=C1)C1=CC=C(C=C1)[C@H](CC(=O)OCC)NC(=O)NC=1C(N(C=CC1O)C)=O